rac-tert-butyl (2R,6R)-4-hydroxy-2,6-dimethylpiperidine-1-carboxylate OC1C[C@H](N([C@@H](C1)C)C(=O)OC(C)(C)C)C